BrC1=C2C=C(C(=NC2=CC(=C1)C)CBr)C1=CC=C(C=C1)F 5-bromo-2-(bromomethyl)-3-(4-fluorophenyl)-7-methylquinoline